(R)-1-(6-((2-((3S,4R)-3-fluoro-4-hydroxy-3-methylpiperidin-1-yl)pyrimidin-4-yl)amino)-4-isopropyl-2,7-naphthyridin-1-yl)-1,6-diazaspiro[3.4]octane-6-carboxylic acid tert-butyl ester C(C)(C)(C)OC(=O)N1C[C@@]2(CCN2C2=NC=C(C3=CC(=NC=C23)NC2=NC(=NC=C2)N2C[C@]([C@@H](CC2)O)(C)F)C(C)C)CC1